BrC1=C(C=C2C(NC(NC2=C1SC[C@@H](CN1CCN(CC1)C(=O)OC(C)(C)C)O)=O)=O)Cl tert-butyl 4-[(2R)-3-[(7-bromo-6-chloro-2,4-dioxo-1H-quinazolin-8-yl)sulfanyl]-2-hydroxy-propyl]piperazine-1-carboxylate